5'-bromo-1'-(4-chloro-3-fluorophenyl)-1',2'-dihydrospiro[cyclobutane-1,3'-pyrrolo[3,2-b]pyridine] BrC1=CC=C2C(=N1)C1(CN2C2=CC(=C(C=C2)Cl)F)CCC1